2-[14C]deoxyglucose O=[14CH]C[C@@H](O)[C@H](O)[C@H](O)CO